[Ca].[Cu].[Ag] silver copper-calcium